C(CC#C)C1(N=N1)CCN1C(=NC2=C1C=CC=C2)NCC2=CC(=C(C=C2)OC)OC 1-(2-(3-(but-3-yn-1-yl)-3H-diazirin-3-yl)ethyl)-N-{3,4-dimethoxybenzyl}-1H-benzo[d]imidazol-2-amine